methyl 2-((2-(((tert-butoxycarbonyl)(3-(6-methoxy-3-nitropyridin-2-yl)propyl)amino)methyl)-3-chloro-4-fluorophenyl)amino)-4,5-difluorobenzoate C(C)(C)(C)OC(=O)N(CCCC1=NC(=CC=C1[N+](=O)[O-])OC)CC1=C(C=CC(=C1Cl)F)NC1=C(C(=O)OC)C=C(C(=C1)F)F